3-(4-chloro-1H-indol-6-yl)-1-[1-(3-chlorophenyl)propyl]urea ClC1=C2C=CNC2=CC(=C1)NC(NC(CC)C1=CC(=CC=C1)Cl)=O